ClC1=C(C(=CC=C1)Cl)N1N=C(C(=C1)NC1=CC=C(C=C1)N1N=C(N=C1CO)C(F)(F)F)C(=O)N 1-(2,6-dichlorophenyl)-4-((4-(5-(hydroxymethyl)-3-(trifluoromethyl)-1H-1,2,4-triazol-1-yl)phenyl)amino)-1H-pyrazole-3-carboxamide